NC1=C(C(=O)N)C=C(C=C1C1=C(C(=CC=C1C)O)C)C=1C=NC(=NC1)C 2-amino-3-(3-hydroxy-2,6-dimethylphenyl)-5-(2-methylpyrimidin-5-yl)benzamide